4-trifluoromethyl-1,2-phenylenediamine FC(C1=CC(=C(C=C1)N)N)(F)F